FC=1C=C(C=NC1OC1=CC=CC=C1)CC1=NOC(=C1)C=1C(=NC=CC1)N 3-(3-((5-fluoro-6-phenoxypyridin-3-yl)methyl)isoxazol-5-yl)pyridin-2-amine